7-cyano-3-(2-{[(1S,3S)-3-[(4-aminobutyl)amino]cyclopentyl]amino}-5-(trifluoromethyl)pyrimidin-4-yl)-1H-indole-6-carboxylic acid C(#N)C=1C(=CC=C2C(=CNC12)C1=NC(=NC=C1C(F)(F)F)N[C@@H]1C[C@H](CC1)NCCCCN)C(=O)O